L-isovaline N[C@@](C)(CC)C(=O)O